The molecule is a phenolate anion resulting from the deprotonation of the phenolic hydroxy group of 2,4,6-trichlorophenol. It is a conjugate base of a 2,4,6-trichlorophenol. C1=C(C=C(C(=C1Cl)[O-])Cl)Cl